(2-methoxy-6-(4-methoxypyrimidin-5-yl)pyridin-3-yl)-5-methyl-3-phenylisoxazole-4-carboxamide COC1=NC(=CC=C1NC(=O)C=1C(=NOC1C)C1=CC=CC=C1)C=1C(=NC=NC1)OC